C(CCCCCC=C)OCC1=CC=CC=C1 ((oct-7-enyloxy)methyl)benzene